(R)-2-(3-(cyclopropanesulfonamido)bicyclo[1.1.1]Pentane-1-yl)-3-oxohexahydroimidazo[1,5-a]Pyrazine-7(1H)-carboxylic acid tert-butyl ester C(C)(C)(C)OC(=O)N1C[C@@H]2N(CC1)C(N(C2)C21CC(C2)(C1)NS(=O)(=O)C1CC1)=O